FC1=CC(=C(C=C1)C(C)N1C[C@@H](N(C[C@H]1C)C=1N(N=C2C1N(C(C=C2)=O)C)C2OCCCC2)C)COC ((2S,5R)-4-(1-(4-fluoro-2-(methoxymethyl)phenyl)ethyl)-2,5-dimethylpiperazin-1-yl)-4-methyl-2-(tetrahydro-2H-pyran-2-yl)-2,4-dihydro-5H-pyrazolo[4,3-b]pyridin-5-one